ClC=1C=C(C=CC1OCCOC)C=1N(C=C(N1)I)CC(C)C 2-[3-chloro-4-(2-methoxyethoxy)phenyl]-4-iodo-1-isobutylimidazole